5-((2-(2,6-dioxopiperidin-3-yl)-1,3-dioxoisoindoline-4-yl)thio)pentanoic acid O=C1NC(CCC1N1C(C2=CC=CC(=C2C1=O)SCCCCC(=O)O)=O)=O